C(C)(=O)NC=1C=C2C3=C(N(C2=CC1)CC(=O)OC(C)(C)C)N=CN=C3N tert-butyl 2-(6-acetamido-4-amino-9H-pyrimido[4,5-b]indol-9-yl)acetate